tert-Butyl N-tert-butoxycarbonyl-N-[4-chloro-6-(2-isopropyl-6-methyl-phenyl)pyrimidin-2-yl]carbamate C(C)(C)(C)OC(=O)N(C(OC(C)(C)C)=O)C1=NC(=CC(=N1)Cl)C1=C(C=CC=C1C)C(C)C